N-(7-(azetidin-1-yl)-4-((2-(2-fluorophenyl)pyridin-4-yl)amino)quinazolin-6-yl)-2-fluoroacryl-amide N1(CCC1)C1=C(C=C2C(=NC=NC2=C1)NC1=CC(=NC=C1)C1=C(C=CC=C1)F)NC(C(=C)F)=O